N1-((S)-3-cyclopropyl-1-oxo-1-(((S)-3-oxo-1-((S)-2-oxopyrrolidin-3-yl)-4-(trifluoromethoxy)butan-2-yl)amino)propan-2-yl)-N2-(3-(methoxymethyl)oxetan-3-yl)oxalamide C1(CC1)C[C@@H](C(N[C@@H](C[C@H]1C(NCC1)=O)C(COC(F)(F)F)=O)=O)NC(C(=O)NC1(COC1)COC)=O